C(C)(C)N1CC2=CC(=CC=C2CC1)CC=1C(=NNC1)COC [(2-isopropyl-3,4-dihydro-1H-isoquinolin-7-yl)methyl]-3-(methoxymethyl)pyrazole